FC1=C(CC2=NOC(=N2)C2=CC=CC(=N2)C(CS(=O)(=O)N)(C)O)C=C(C=C1)OC(F)(F)F 2-(6-(3-(2-fluoro-5-(trifluoromethoxy)benzyl)-1,2,4-oxadiazol-5-yl)pyridin-2-yl)-2-hydroxy-propane-1-sulfonamide